imidazo[4,5-d]pyrrolo[2,3-b]pyridin-6(1H)carboxylate N1C=NC=2C1=C1C(=NC2)N(C=C1)C(=O)[O-]